N-(4-((6-(1,1-difluoroethyl)-4-methoxypyridin-2-yl)amino)-5-(5-fluoropyrimidin-2-yl)pyridin-2-yl)acetamide FC(C)(F)C1=CC(=CC(=N1)NC1=CC(=NC=C1C1=NC=C(C=N1)F)NC(C)=O)OC